C(CC)N1C(=NC2=C1C=CC=C2)C(=O)N n-propyl-1H-benzo[D]imidazole-2-formamide